ClC=1C=CC(=C2C=CC=NC12)N1C[C@@H](C[C@@H](C1)C)N[C@@H]1C(N(CC1)C)=O (S)-3-[[(3R,5S)-1-(8-chloroquinolin-5-yl)-5-methylpiperidin-3-yl]amino]-1-methylpyrrolidin-2-one